B(F)(F)F.C(C)N1CCN(CC1)C[K] ((4-ethylpiperazin-1-yl)methyl)potassium trifluoroborate